C(#N)C=1C=CC=2C3=C(NC2C1)C(=C(C=N3)C(=O)NC3CC(C3)O)NC3CC3 7-cyano-4-(cyclopropylamino)-N-((1R,3R)-3-hydroxycyclobutyl)-5H-pyrido[3,2-b]indole-3-carboxamide